C(C)(C)(C)C1=C(C=CC(=C1)CCCOCC)Br tert-butyl-1-bromo-4-(3-ethoxypropyl)benzene